2-(2'-ethoxy-[1,1'-biphenyl]-4-yl)-6-fluoroquinoline-4-carboxylic acid C(C)OC1=C(C=CC=C1)C1=CC=C(C=C1)C1=NC2=CC=C(C=C2C(=C1)C(=O)O)F